1-(4-tert-butylphenyl)-3-(3,4-dimethoxystyryl)-5-(3,4-dimethoxyphenyl)-pyrazoline C(C)(C)(C)C1=CC=C(C=C1)N1NC(=CC1C1=CC(=C(C=C1)OC)OC)C=CC1=CC(=C(C=C1)OC)OC